6,12-dibromo-2-(5-{2-oxa-6-azaspiro[3.3]heptan-6-yl}pentyl)-9-oxa-2,4,14-triazatricyclo[8.4.0.0^{3,8}]tetradeca-1(10),3(8),4,6,11,13-hexaene BrC=1C=NC=2N(C=3N=CC(=CC3OC2C1)Br)CCCCCN1CC2(COC2)C1